methyl 3-[[1-methyl-4-(1-methylimidazole-2-amido) imidazole-2-yl]formamido]propanoate CN1C(=NC(=C1)NC(=O)C=1N(C=CN1)C)C(=O)NCCC(=O)OC